C(=O)O.[N+](=O)([O-])C1=C(C=CC=C1)N1C(=CC=C1)C=CC=NN\C(=N\[H])\N (E)-N-[1-(2-nitrophenyl)-1H-pyrrole-2-yl-allylideneamino]-guanidine formic acid salt